2-(2,4-difluorophenyl)-5-piperazin-1-yl-3-(4-pyridyl)imidazo[4,5-b]pyridine FC1=C(C=CC(=C1)F)C1=NC=2C(=NC(=CC2)N2CCNCC2)N1C1=CC=NC=C1